N=1C=NN2C1C=C(C=C2)OC2=C(C=C(C=C2)NC2=NC=NN1C2=C(C=C1)C1CCN(CCC1)C(\C=C\CN(C)C)=O)C (E)-1-(4-(4-((4-([1,2,4]triazolo[1,5-a]pyridin-7-yloxy)-3-methylphenyl)amino)pyrrolo[2,1-f][1,2,4]-triazin-5-yl)azepan-1-yl)-4-(dimethylamino)but-2-en-1-one